N-((6-(2-Chloro-3-(3-chloro-2-(2-(3-fluoropropyl)-8-methoxy-1,2,3,4-tetrahydroisoquinolin-6-yl)pyridin-4-yl)phenyl)-2-methoxypyridin-3-yl)methyl)-2-oxaspiro[3.3]heptan-6-amine ClC1=C(C=CC=C1C1=C(C(=NC=C1)C=1C=C2CCN(CC2=C(C1)OC)CCCF)Cl)C1=CC=C(C(=N1)OC)CNC1CC2(COC2)C1